C(C1CO1)OCCC[Si](OCC)(OCC)OCC 3-Glycidoxypropyltriethoxy-silan